O(CC1=C(C=CC=C1)F)CC1=C(C=CC=C1)F 4'-(oxybis(methylene))bis(fluorobenzene)